C(C)(=O)[O-].C(C)(=O)[O-].C(C=1C(C(=O)O)=CC=CC1)(=O)O.[Zn+2] zinc phthalate diacetate